CC=1C=CC2=C(SC3=C2C=CC=C3)C1C 3,4-dimethyldibenzothiophene